ClC=1C(=NC(=C(C1)F)C1=CC=C2C=CNC2=C1F)C(=O)O 3-chloro-5-fluoro-6-(7-fluoro-1H-indol-6-yl)pyridine-2-carboxylic acid